1-(4-methoxybenzyl)-1H-pyrazolo[3,4-b]Pyridine-4,6-diol COC1=CC=C(CN2N=CC3=C2N=C(C=C3O)O)C=C1